2-(4-(3-methoxybenzoyl)-2-oxopiperazin-1-yl)-N,N-bis(4-methoxybenzyl)acetamide 2-octyldodecyl-benzo[2,1-b:3,4-b']dithiophene-4-carboxylate C(CCCCCCC)C(COC(=O)C1=CC2=C(SC=C2)C=2SC=CC21)CCCCCCCCCC.COC=2C=C(C(=O)N1CC(N(CC1)CC(=O)N(CC1=CC=C(C=C1)OC)CC1=CC=C(C=C1)OC)=O)C=CC2